nickel lithium disulfide oxygen [O+2].[S-][S-].[Li+].[Ni+2]